C(C)(C)(C)OC(=O)N1C([C@@]2(C3=CC(=CC=C13)OC)[C@@H](C2)C2=CC=C1C(=NN(C1=C2)C(=O)OC(C)(C)C)NC2=C(N=NC(=C2)C(C)C)OC)=O (1R,2S)-2-[1-(tert-butoxycarbonyl)-3-[(6-isopropyl-3-methoxypyridazin-4-yl)amino]indazol-6-yl]-5'-methoxy-2'-oxospiro[cyclopropane-1,3'-indole]-1'-carboxylic acid tert-butyl ester